1-(1-(difluoromethyl)-4-(4-fluorobenzyl)-8,8-dimethyl-7,8-dihydro-6H-pyrrolo[2,3-e][1,2,4]triazolo[4,3-a]pyridin-6-yl)ethan-1-one FC(C1=NN=C2N1C1=C(C=C2CC2=CC=C(C=C2)F)N(CC1(C)C)C(C)=O)F